C1(CC1)N1N=CC(=C1)C=1C=C2C=C(C=NC2=CC1)C(=O)NC1=NC(=CC=C1)C1=NN=CN1C1CC1 6-(1-cyclopropyl-1H-pyrazol-4-yl)-N-(6-(4-cyclopropyl-4H-1,2,4-triazol-3-yl)pyridin-2-yl)quinoline-3-carboxamide